N-(7-amino-2,2,3,3-tetrafluoro-2,3-dihydro-1,4-benzodioxin-6-yl)-2-cyclopropyl-5-(ethylsulfonyl)-1-methyl-1H-imidazole-4-carboxamide NC=1C(=CC2=C(OC(C(O2)(F)F)(F)F)C1)NC(=O)C=1N=C(N(C1S(=O)(=O)CC)C)C1CC1